ClC1=CC=C(C(=O)NC2=C(C3=CC4=CC=CC=C4C=C3C=C2)C2=C(C=CC=C2)O)C=C1 (R)-4-chloro-N-(1-(2-hydroxyphenyl)anthracene-2-yl)benzamide